C(C=C)(=O)OCCCCCCCCCCCCCCCCC(C)C isononadecyl acrylate